NCCOCCNC(=O)C1=C(C=C(C=C1)NC(=O)C=1N(C(=CN1)C1=C(C(=C(C=C1)OC(F)F)F)F)C)CC N-[4-[2-(2-Aminoethoxy)ethylcarbamoyl]-3-ethylphenyl]-5-[4-(difluoromethoxy)-2,3-difluorophenyl]-1-methylimidazol-2-carboxamid